C1(CC1)CONC(=O)[C@H]1N2C(N([C@H](C=C1C)C2)O[C@H](C(=O)OCC)F)=O ethyl (2S)-2-[[(2S,5R)-2-(cyclopropylmethoxycarbamoyl)-3-methyl-7-oxo-1,6-diazabicyclo[3.2.1]oct-3-en-6-yl]oxy]-2-fluoro-acetate